5-methylaminomethyl-2-seleno-uracil CNCC=1C(NC(NC1)=[Se])=O